C(C)(CCC)[Sn](OC(C)(C)C)(OC(C)(C)C)OC(C)(C)C sec-pentyltri(tert-butoxy)tin